2-methoxy-4-(methoxymethyl)phenol COC1=C(C=CC(=C1)COC)O